C(C)(C)(C)NC1=NC=C2N=C(NC2=N1)NC1=CC=C(C=C1)C(F)(F)F 2-(tert-butylamino)-8-((4-(trifluoromethyl)phenyl)amino)-9H-purine